9',9'''-(5-(4,6-diphenyl-1,3,5-triazin-2-yl)-1,3-phenylene)bis(9-phenyl-9H,9'H-2,3'-bicarbazole) C1(=CC=CC=C1)C1=NC(=NC(=N1)C1=CC=CC=C1)C=1C=C(C=C(C1)N1C2=CC=CC=C2C=2C=C(C=CC12)C1=CC=2N(C3=CC=CC=C3C2C=C1)C1=CC=CC=C1)N1C2=CC=CC=C2C=2C=C(C=CC12)C1=CC=2N(C3=CC=CC=C3C2C=C1)C1=CC=CC=C1